4-bromo-7-fluorobenzothiophene-2-carboxylic acid BrC1=CC=C(C2=C1C=C(S2)C(=O)O)F